ethyl 3-[(1S)-7-chloro-8-methoxy-2-(2-methoxyacetyl)-1-methyl-1,3-dihydropyrrolo[3,4-c]quinolin-6-yl]propanoate ClC=1C(=CC=2C3=C(C=NC2C1CCC(=O)OCC)CN([C@H]3C)C(COC)=O)OC